ClC1=C2C(=CN=C1)NC(=C2)C(=O)N[C@H](C(=O)N[C@@H](C[C@H]2C(NCCC2)=O)C#N)CC2CC2 4-chloro-N-[(1S)-2-[[(1S)-1-cyano-2-[(3S)-2-oxo-3-piperidyl]ethyl]amino]-1-(cyclopropylmethyl)-2-oxo-ethyl]-1H-pyrrolo[2,3-c]pyridine-2-carboxamide